ClC1=C(C=CC=C1)C=1N(C(=C(N1)C1=CC(=C(C=C1)OC)OC)C1=C(C=CC=C1)Cl)N1C(=NC(=C1C1=CC=CC=C1)C1=CC=CC=C1)C1=C(C=CC=C1)Cl 2,2',5-tris(o-chlorophenyl)-4-(3,4-di-methoxyphenyl)-4',5'-diphenyl-1,1'-biimidazole